FC1=C(C(=CC=C1)OC)N1N=C2C(=C(C1=O)C)NN=C2C2=CC=C(C=C2)N2CCN(CC2)C 5-(2-fluoro-6-methoxyphenyl)-7-methyl-3-(4-(4-methylpiperazin-1-yl)phenyl)-1H-pyrazolo[4,3-c]pyridazin-6(5H)-one